methyl (1R,3S,4aR,4bS,6R,8S,8aR,10aR)-3-acetoxy-8-ethynyl-8-hydroxy-10a-methyl-4-oxo-6-phenyltetradecahydrophenanthrene-1-carboxylate C(C)(=O)O[C@H]1C[C@H]([C@@]2(CC[C@H]3[C@](C[C@@H](C[C@@H]3[C@H]2C1=O)C1=CC=CC=C1)(O)C#C)C)C(=O)OC